7-fluoro-4-hydroxy(oxidanyl)-8-[2,3,5-tris(fluoro)phenyl]quinoline-3-carboxylic acid ethyl ester C(C)OC(=O)C=1C(=NC2=C(C(=CC=C2C1O)F)C1=C(C(=CC(=C1)F)F)F)O